copper diimidazole salt N1C=NC=C1.N1C=NC=C1.[Cu]